HYDROXYHEXYL ETHYL PHOSPHATE P(=O)(OCCCCCCO)(OCC)[O-]